5'-(7-ethyl-7H-imidazo[4,5-c]pyridazin-4-yl)-2'-fluoro-4-hydroxy-6-methoxy-[1,1'-Biphenyl]-3-carboxaldehyde oxime C(C)N1C=NC2=C1N=NC=C2C=2C=CC(=C(C2)C2=CC(=C(C=C2OC)O)C=NO)F